2-(4-(2-(3,4-dimethoxyphenyl)-3-isopropyl-1H-indol-5-yl)piperidin-1-yl)-N-(3-hydroxypropyl)acetamide COC=1C=C(C=CC1OC)C=1NC2=CC=C(C=C2C1C(C)C)C1CCN(CC1)CC(=O)NCCCO